2-(3,4-dimethoxyphenyl)ethanamine COC=1C=C(C=CC1OC)CCN